(R)-tert-butyl 2-(2-(((1-(6-amino-9H-purin-9-yl)propan-2-yl)oxy)methyl)-2-oxo-1,3,2-dioxaphosphinan-5-yl)acetate NC1=C2N=CN(C2=NC=N1)C[C@@H](C)OCP1(OCC(CO1)CC(=O)OC(C)(C)C)=O